2-chloro-4-(dibenzofuran-4-yl)-6-(phenyl-d5)-1,3,5-triazine ClC1=NC(=NC(=N1)C1=CC=CC2=C1OC1=C2C=CC=C1)C1=C(C(=C(C(=C1[2H])[2H])[2H])[2H])[2H]